FC=1C(=NC=CC1)SC=1C=2N(C=C(C1)C=1C=NN(C1C)C1CCN(CC1)C)N=CC2C#N 4-[(3-fluoro-2-pyridyl)sulfanyl]-6-[5-methyl-1-(1-methyl-4-piperidyl)pyrazol-4-yl]pyrazolo[1,5-a]pyridine-3-carbonitrile